BrC=1C=C2N(N=C(C=C2N(C(OC(C)(C)C)=O)CC=2OC=CC2)Cl)C1C tert-butyl (6-bromo-2-chloro-7-methylpyrrolo[1,2-b]pyridazin-4-yl)(furan-2-ylmethyl)carbamate